tert-butyl (2-((((5-(3-(1H-imidazol-5-yl)imidazo[1,2-a]pyrimidin-2-yl)-3-(trifluoromethyl)-1H-1,2,4-triazol-1-yl)methoxy)carbonyl)oxy)ethyl)(methyl)carbamate N1C=NC=C1C1=C(N=C2N1C=CC=N2)C2=NC(=NN2COC(=O)OCCN(C(OC(C)(C)C)=O)C)C(F)(F)F